(R)-((2S,3S,4R,5R)-5-(6-chloro-9H-purin-9-yl)-3,4-dihydroxytetrahydrofuran-2-yl)(4-chlorophenyl)methyl [1,1'-biphenyl]-4-carboxylate C1(=CC=C(C=C1)C(=O)O[C@H](C1=CC=C(C=C1)Cl)[C@H]1O[C@H]([C@@H]([C@@H]1O)O)N1C2=NC=NC(=C2N=C1)Cl)C1=CC=CC=C1